9-ethyl-3-(6-methyl-5-((2-(1-methyl-1H-pyrazol-4-yl)pyridin-4-yl)oxy)pyridin-2-yl)-6,7,8,9-tetrahydro-4H-pyrimido[1,2-a]pyrimidin-4-one C(C)N1CCCN2C1=NC=C(C2=O)C2=NC(=C(C=C2)OC2=CC(=NC=C2)C=2C=NN(C2)C)C